dimethyl (5'-methyl-4-pentyl-2'-(prop-1-en-2-yl)-1',2',3',4'-tetrahydro-[1,1'-biphenyl]-2,6-diyl) bis(phenylphosphonate) C1(=CC=CC=C1)P(OC)(OC1=C(C(=CC(=C1)CCCCC)OP(OC)(=O)C1=CC=CC=C1)C1C(CCC(=C1)C)C(=C)C)=O